BrC1=C(C=C2C=NN(C2=C1)C=1C=NN(C1)C)F 6-Bromo-5-fluoro-1-(1-methyl-1H-pyrazol-4-yl)-1H-indazole